C(CCCCCCCCCCC)N1C(CCCCC1)=O 1-laurylazepan-2-one